azamethionine NN(CCSC)C(=O)O